N1(CCCCC1)C1=CC=C(C=O)C=C1 4-(piperidin-1-yl)-benzaldehyde